C1(CC1)N1CCC(CC1)CNC(C1=CC(=CC(=C1)CN1C(C2=CC=C(C=C2C=C1)C=1C(=NOC1)C)=O)F)=O N-((1-Cyclopropylpiperidin-4-yl)methyl)-3-fluoro-5-((6-(3-methylisoxazol-4-yl)-1-oxoisoquinolin-2(1H)-yl)methyl)benzamide